1-(ethyl-sulfonyl)azetidin-3-one C(C)S(=O)(=O)N1CC(C1)=O